3-[4-bromo-1-(2-trimethylsilylethoxymethyl)imidazol-2-yl]Chroman-6-ol BrC=1N=C(N(C1)COCC[Si](C)(C)C)C1COC2=CC=C(C=C2C1)O